2-[4-(aminomethyl)-2-oxopyridin-1-yl]acetonitrile NCC1=CC(N(C=C1)CC#N)=O